O=C1NC(CCC1N1C(C2=CC=C(C=C2C1)N1CCN(CC1)CCCCOC1=CC=C(C=C1)C1CCN(CC1)C(=O)OC(C)(C)C)=O)=O tert-Butyl 4-(4-(4-(4-(2-(2,6-dioxopiperidin-3-yl)-1-oxoisoindolin-5-yl)piperazin-1-yl)butoxy)phenyl)piperidine-1-carboxylate